CC1=C(C=C(C=C1)C1=CC=C(C=C1)CN1CCN(CC1)C)NC(=S)NC(C)=O N-((4-Methyl-4'-((4-methylpiperazin-1-yl)methyl)-[1,1'-biphenyl]-3-yl)carbamothioyl)acetamide